P(=O)(O[Si](C)(C)C(C)(C)C)([O-])[O-] t-butyldimethylsilyl phosphate